6-bromo-8-carboxy-2-trifluoromethyl-2H-benzopyran-3-carboxylic acid ethyl ester C(C)OC(=O)C=1C(OC2=C(C1)C=C(C=C2C(=O)O)Br)C(F)(F)F